methyl 2-bromo-4-(bromomethyl)-benzoate BrC1=C(C(=O)OC)C=CC(=C1)CBr